O[C@@H](COC=1C=CC2=C(C(C=3N(C4=CC(=CC=C4C3C2=O)OCC)C)(C)C)C1)CO 8-((R)-2,3-Dihydroxy-propoxy)-3-ethoxy-5,6,6-trimethyl-5,6-dihydro-benzo[b]carbazol-11-one